C1(CC1)CN1C=C(C2=NN(C(C(=C21)C=2C=NC(=CC2)C(F)F)=O)C2=CC=C(C=C2)OC([2H])([2H])[2H])C#N 5-(cyclopropylmethyl)-4-(6-(difluoromethyl)pyridin-3-yl)-2-(4-(methoxy-d3)phenyl)-3-oxo-3,5-dihydro-2H-pyrrolo[3,2-c]pyridazine-7-carbonitrile